C(C=C)(=O)OCCCC[Si](C)(C)F acryloxybutylfluorodimethylsilane